4-(tetramethyl-1,3,2-dioxaborolan-2-yl)pyridine CC1(C(OB(O1)C1=CC=NC=C1)(C)C)C